3-(pyrimidine-2-yl)piperazine-1-carboxylic acid N1=C(N=CC=C1)C1CN(CCN1)C(=O)O